hexadecyl fluoro-nonyl ether FCCCCCCCCCOCCCCCCCCCCCCCCCC